BrC1=C(N(N=N1)C)C(=O)O 5-bromo-3-methyl-triazole-4-carboxylic acid